BrC=1C=C(C(=NC1)N[C@@H]1COC[C@H]1O)C(=O)N[C@H](C)C1=C(C(=CC=C1)C(F)(F)F)F 5-bromo-N-[(1R)-1-[2-fluoro-3-(trifluoromethyl)phenyl]ethyl]-2-[[(3R,4S)-4-hydroxytetrahydrofuran-3-yl]amino]pyridine-3-carboxamide